Br[C@@H](C(=O)NC1=NC=C(N=C1)OC1=CC(=CC(=C1)F)F)C (R)-2-bromo-N-(5-(3,5-difluorophenoxy)pyrazin-2-yl)propanamide